(Z)-N-hydroxybenzeneimidoyl chloride O\N=C(\C1=CC=CC=C1)/Cl